BrC=1C(=C(C(=O)O)C(=CC1)O)O 3-bromo-2,6-dihydroxybenzoic acid